(R)-N-(1-(2-(1-(tert-butyl)-1H-pyrazol-4-yl)quinolin-4-yl)ethyl)-5-(2-(dimethyl-amino)ethoxy)-2-methylbenzamide C(C)(C)(C)N1N=CC(=C1)C1=NC2=CC=CC=C2C(=C1)[C@@H](C)NC(C1=C(C=CC(=C1)OCCN(C)C)C)=O